1,7,9-trioxaspiro[4.5]decane O1CCCC12COCOC2